BrCCC(C)(C)C 1-bromo-3,3-dimethyl-butane